1-(m-tolyl)-2-(trifluoromethyl)-3H-cyclopenta[c]quinolin-3-one C1(=CC(=CC=C1)C1=C(C(C=2C=NC=3C=CC=CC3C21)=O)C(F)(F)F)C